C(CCCCCCCCCCCCC)C(CO)CCCCCCCCCCCCCCCCCC 2-tetradecyl-1-eicosanol